N1=CC=CC=2NC(C3N(C21)C=CN=C3)=O pyrazino[1,2-a]pyrido[3,2-e]pyrazin-6(6aH)-one